[2-(3-Methoxy-5-methyl-pyrazol-1-yl)-6-[5-[(6-methylpyridazin-3-yl)amino]benzimidazol-1-yl]-3-pyridinyl]methanol COC1=NN(C(=C1)C)C1=NC(=CC=C1CO)N1C=NC2=C1C=CC(=C2)NC=2N=NC(=CC2)C